(E)-chloro-3-diphenylmethylindolin-2-one ClN1C(C(C2=CC=CC=C12)C(C1=CC=CC=C1)C1=CC=CC=C1)=O